N-t-butoxycarbonyl-pentylenediamine C(C)(C)(C)OC(=O)NCCCCCN